5-(indolin-1-ylsulfonyl)-2-methoxy-N-(4-(trifluoromethyl)phenyl)benzamide N1(CCC2=CC=CC=C12)S(=O)(=O)C=1C=CC(=C(C(=O)NC2=CC=C(C=C2)C(F)(F)F)C1)OC